5-(1-ethyl-3-(trifluoromethyl-1H-pyrazol-5-yl)pyrazin-2-yl)-2,4,6-trifluorobenzamide C(C)N1C(C(=NC=C1)C1=CC=NN1C(F)(F)F)C=1C(=CC(=C(C(=O)N)C1F)F)F